CS(=O)(=O)C1=CN=CN1 5-methylsulfonyl-1H-imidazole